N-(2,2'-dichloro-3'-(5-((4-isobutyrylpiperazin-1-yl)methyl)-6-methoxypyridin-2-yl)-[1,1'-biphenyl]-3-yl)-1,5-dimethyl-4,5,6,7-tetrahydro-1H-imidazo[4,5-c]pyridine-2-carboxamide ClC1=C(C=CC=C1NC(=O)C=1N(C2=C(CN(CC2)C)N1)C)C1=C(C(=CC=C1)C1=NC(=C(C=C1)CN1CCN(CC1)C(C(C)C)=O)OC)Cl